1-[1-[7-(2-amino-1,3-benzothiazol-4-yl)-6-chloro-8-fluoro-4-piperazin-1-yl-quinazolin-2-yl]azetidin-3-yl]-3-methyl-azetidin-3-ol NC=1SC2=C(N1)C(=CC=C2)C2=C(C=C1C(=NC(=NC1=C2F)N2CC(C2)N2CC(C2)(O)C)N2CCNCC2)Cl